CC=1C=C(C=NNC2=C3C(=NC=N2)N(N=C3)C3=NC=CC=C3)C=CC1 4-(2-(3-methylbenzylidene)hydrazinyl)-1-(pyridin-2-yl)-1H-pyrazolo[3,4-d]pyrimidine